F[C@@]1(CN(CC1)C(C=C)=O)C#CC1=CC=C(C=C1)C(F)(F)F (R)-1-(3-fluoro-3-((4-(trifluoromethyl)phenyl)ethynyl)pyrrolidin-1-yl)prop-2-en-1-one